NC1CCC(CC1)NC=1N=CC2=C(N1)C(=NC(=C2)C#N)NC(C)C 2-(((1r,4r)-4-aminocyclohexyl)amino)-8-(isopropylamino)pyrido[3,4-d]pyrimidine-6-carbonitrile